BrC=1C(=C(C=CC1)C=1OC2=C(N1)C=C(C=C2Cl)CN2C[C@H](CC2)O)C (S)-1-((2-(3-bromo-2-methylphenyl)-7-chlorobenzo[d]oxazol-5-yl)methyl)pyrrolidin-3-ol